C12C(=CC(CC1)C2)C2COC1(OC2)OCC(CO1)C=1C2CCC(C1)C2 3,9-bis(2-norbornenyl)-1,5,7,11-tetraoxaspiro[5.5]undecane